C12[C@@H](CC(CC1)C2)O |r| racemic-(2R)-bicyclo[2.2.1]heptan-2-ol